C(C)(C)(C)C=1C=C(C=C(C1O)C(C)(C)C)C(C(=O)C1=CC(=CC=C1)OC)C1=CC=C(C=C1)OC 2-(3,5-di-tert-butyl-4-hydroxyphenyl)-1-(3-methoxyphenyl)-2-(4-methoxyphenyl)ethan-1-one